methyl 4-formamido-3-(oxetan-3-yloxy)benzoate C(=O)NC1=C(C=C(C(=O)OC)C=C1)OC1COC1